ClC=1N=CC=C2C1N(C(=C2)C(=O)NC21CC(C2)(C1)F)CC1CC1 7-chloro-1-(cyclopropylmethyl)-N-{3-fluorobicyclo[1.1.1]pentan-1-yl}pyrrolo[2,3-c]pyridine-2-carboxamide